C(C)C1(CN(CC1)C(=O)NC1=CC(=C(C=C1)C)CCC1=NNC(=C1)NC1=NC=CN=C1)CC 3,3-diethyl-N-(4-methyl-3-(2-(5-(pyrazin-2-ylamino)-1H-pyrazol-3-yl)ethyl)phenyl)pyrrolidine-1-carboxamide